OC1=CC=C(C=CC2=CC(CC(C2)(C)C)=C(C#N)C#N)C=C1 2-[3-(4-hydroxystyryl)-5,5-dimethyl-cyclohex-2-en-1-ylidene]malononitrile